NC1=C(C=CC(=C1)NCCO)OC 2-amino-4-hydroxyethylamino-anisole